C(#N)C1=NC=C(C(=C1)C1=CC=2N(C=C1)N=C(C2)NC(=O)C2CC2)NCC2CC2 N-[5-[2-cyano-5-(cyclopropylmethylamino)-4-pyridyl]pyrazolo[1,5-a]pyridin-2-yl]cyclopropanecarboxamide